(2S)-tetrahydrofuran-2-carboxylic acid chloride O1[C@@H](CCC1)C(=O)Cl